7-methyl-3-{1-[4-(morpholine-4-carbonyl)-phenyl]-1H-[1,2,3]triazol-4-yl}-1H-[1,8]naphthyridin-2-one CC1=CC=C2C=C(C(NC2=N1)=O)C=1N=NN(C1)C1=CC=C(C=C1)C(=O)N1CCOCC1